COC(=O)C1=C(C=NC=C1)NC[C@@H]1CCOC2=C1C=CC(=C2)C2=C(C=CC(=C2)F)C 3-({[(4R)-7-(5-fluoro-2-methylphenyl)-3,4-dihydro-2H-1-benzopyran-4-yl]methyl}amino)pyridine-4-carboxylic acid methyl ester